2-deoxy-3,5-bis-O-(4-methylbenzoyl)-β-D-erythro-pentofuranosyl azide CC1=CC=C(C(=O)O[C@H]2C[C@@H](O[C@@H]2COC(C2=CC=C(C=C2)C)=O)N=[N+]=[N-])C=C1